3-bromo-2-(bromomethyl)-6-fluoro-N-(2-methylpropan-2-yl)benzenesulfonamide BrC=1C(=C(C(=CC1)F)S(=O)(=O)NC(C)(C)C)CBr